ethyl (4S)-4-((tert-butoxycarbonyl) (4-methoxybenzyl)amino)-5-(3-chlorophenyl)-2,2-difluoro-3-hydroxypentanoate C(C)(C)(C)OC(=O)N([C@H](C(C(C(=O)OCC)(F)F)O)CC1=CC(=CC=C1)Cl)CC1=CC=C(C=C1)OC